C(#N)CC1(CN(C1)C1CCN(CC1)C(=O)NC1=C(C=CC=C1)F)N1N=CC(=C1)C1=C2C(=NC=C1)NC=C2 4-{3-(cyanomethyl)-3-[4-(1H-pyrrolo[2,3-b]pyridin-4-yl)-1H-pyrazol-1-yl]azetidin-1-yl}-N-(2-fluorophenyl)piperidine-1-carboxamide